1-Bromopropan BrCCC